(S)-methyl-3-((S)-2-oxopyrrolidin-3-yl)-2-((S)-2-azaspiro[4.4]nonane-3-carboxamido)propanoate COC([C@H](C[C@H]1C(NCC1)=O)NC(=O)[C@H]1NCC2(C1)CCCC2)=O